N1=C(N=CC=C1)OC1=CC=C(C#N)C=C1 4-(pyrimidin-2-yloxy)benzonitrile